C(C)(C)(C)OC[C@@H]1N(C[C@@H](NC1)CC1=CC=C(C=C1)Cl)C(=O)OC(C)(C)C tert-butyl (2R,5S)-2-(tert-butoxymethyl)-5-(4-chlorobenzyl)piperazine-1-carboxylate